1-(4-chlorophenyl)-3-phenylprop-2-en-1-one ClC1=CC=C(C=C1)C(C=CC1=CC=CC=C1)=O